[5-(2-Bromo-3-chloro-6-fluoro-phenyl)-1,3-dimethyl-6-oxo-pyridazin-4-yl] 2-methylpropionate CC(C(=O)OC=1C(=NN(C(C1C1=C(C(=CC=C1F)Cl)Br)=O)C)C)C